imidazol-5-yl-boric acid N1C=NC=C1OB(O)O